ClC1=CC(=NC(=C1)Cl)C=1C=CC=C2C(=C(C=NC12)C(=O)NN1CCOC2=C1C=CC=C2)N2CCOCC2 8-(4,6-dichloro-2-pyridyl)-N-(2,3-dihydro-1,4-benzoxazin-4-yl)-4-morpholino-quinoline-3-carboxamide